Pyrimidin-5-yl p-methylbenzenesulfonate CC1=CC=C(C=C1)S(=O)(=O)OC=1C=NC=NC1